NC1=CC(=C(C=C1)C=1C(=C(NC1C)C(N)=O)C1=CC(=C(C(=O)OC(C)(C)C)C=C1)F)C tert-butyl 4-(4-(4-amino-2-methyl-phenyl)-2-carbamoyl-5-methyl-1H-pyrrol-3-yl)-2-fluoro-benzoate